[N+](=[N-])=CC(CC[C@@H](C(=O)OC(CC#N)C)NC([C@H](C)OC)=O)=O 1-cyanopropan-2-yl (2S)-6-diazo-2-((S)-2-methoxypropanamido)-5-oxohexanoate